CC(C)CCCC 2-Methylhexan